OP(=O)(CC[C@H](N)C(=O)O)C |r| 4-[hydroxy(methyl)phosphinoyl]-DL-homoalanine